C(C=C)[C@@H](N)C(=O)O (R)-2-allylglycine